C1(CC1)CN1C(N(C2=NN(C(C(=C21)C2=CC=C(C=C2)OC(F)F)=O)C2=CC1=CN(N=C1C=C2)C)C)=O 5-(cyclopropylmethyl)-4-(4-(difluoromethoxy)phenyl)-7-methyl-2-(2-methyl-2H-indazol-5-yl)-2,7-dihydro-3H-imidazo[4,5-c]pyridazine-3,6(5H)-dione